ClC1=CC2=C(C=N1)C(=NN2C2=C(C=C(CN(S(=O)(=O)C)CC1=C(C=C(C=C1)OC)OC)C=C2)OC)I N-(4-(6-Chloro-3-iodo-1H-pyrazolo[4,3-c]pyridin-1-yl)-3-methoxybenzyl)-N-(2,4-dimethoxybenzyl)methanesulfonamide